6-ethyl-5-(3-(pyrrolidin-1-yl)phenyl)pyrimidine-2,4-diamine C(C)C1=C(C(=NC(=N1)N)N)C1=CC(=CC=C1)N1CCCC1